C(C)(C)(C)OC(=O)N1CC2(C1)CC(C2)OC2=CC=NC=C2.CN(CCOC=2C=C(C=C(C2)B2OC(C(O2)(C)C)(C)C)NC(C=C)=O)C N-(3-(2-(dimethylamino)ethoxy)-5-(4,4,5,5-tetramethyl-1,3,2-dioxaborolan-2-yl)phenyl)acrylamide tert-butyl-6-(4-pyridyloxy)-2-azaspiro[3.3]heptane-2-carboxylate